FC(C\C(=C(/C=1C=C2C(=NN(C2=CC1)C1OCCCC1)F)\C1=CC=C(OCCNC(OC(C)(C)C)=O)C=C1)\C1=CC=CC=C1)(F)F tert-butyl (E)-(2-(4-(4,4,4-trifluoro-1-(3-fluoro-1-(tetrahydro-2H-pyran-2-yl)-1H-indazol-5-yl)-2-phenylbut-1-en-1-yl)phenoxy)ethyl)carbamate